BrC=1C=C(C2=C(C(=CO2)COC2=C(C=CC=C2)CC(=O)OCC)C1)C(F)F ethyl 2-(2-((5-bromo-7-(difluoromethyl)benzofuran-3-yl)methoxy)phenyl)acetate